bromo-2-ethoxy-5-(methoxymethoxy)benzaldehyde BrC=1C(=C(C=O)C=C(C1)OCOC)OCC